C(#N)/C=C/C#N trans-dicyanoethylene